2-{3-[(1,3-Benzothiazol-2-yl)amino]-6-methyl-5H,6H,7H-pyrrolo[2,3-c]pyridazin-7-yl}-1,3-thiazole-4-carboxylic acid S1C(=NC2=C1C=CC=C2)NC2=CC1=C(N=N2)N(C(C1)C)C=1SC=C(N1)C(=O)O